N-(2-acetylisoindolin-5-yl)-N-(4-(5-(difluoromethyl)-1,3,4-oxadiazol-2-yl)benzyl)methanesulfonamide C(C)(=O)N1CC2=CC=C(C=C2C1)N(S(=O)(=O)C)CC1=CC=C(C=C1)C=1OC(=NN1)C(F)F